copper(II) iminopentanone N=CC(CCC)=O.[Cu+2]